BrN1CC=NC2=CC=CC=C12 4-bromo-quinoxaline